C(CC=C)C(C#N)(C#N)CC=1OC=CC1 2-(but-3-en-1-yl)-2-(furan-2-ylmethyl)malononitrile